4-fluoro-7-[[(3R,4R)-1-(4-chloro-2,6-difluorophenyl)-3,4-dihydroxypiperidin-4-yl]methoxy]-3H-1,3-benzothiazol-2-one FC1=CC=C(C2=C1NC(S2)=O)OC[C@]2([C@@H](CN(CC2)C2=C(C=C(C=C2F)Cl)F)O)O